1-bromo-4-((E)-2-((1r,2r)-2-(p-tolyl)cyclopropyl)vinyl)benzene isopropyl-2-chloro-5-(1,2,3,6-tetrahydro-3-methyl-2,6-dioxo-4-trifluoromethylpyrimidin-1-yl)benzoate C(C)(C)OC(C1=C(C=CC(=C1)N1C(N(C(=CC1=O)C(F)(F)F)C)=O)Cl)=O.BrC1=CC=C(C=C1)\C=C\[C@@H]1[C@@H](C1)C1=CC=C(C=C1)C